diethyl (S)-2-(3-(2-bromo-4-chloro-5-(3-methoxypropoxy)phenyl)-3-((methylsulfonyl)oxy)propyl)-2-((tert-butoxycarbonyl)amino)malonate BrC1=C(C=C(C(=C1)Cl)OCCCOC)[C@H](CCC(C(=O)OCC)(C(=O)OCC)NC(=O)OC(C)(C)C)OS(=O)(=O)C